OC1=C(C=C(C(=C1)S(=O)(=O)O)O)CSCC1=CC(=C(C=C1O)S(=O)(=O)O)O 4-((2,5-dihydroxy-4-sulfophenyl)methylthiomethyl)-2,5-dihydroxybenzenesulfonic acid